COC1=C(C=CC(=C1)OC)NC1=NC=2N(C(C(=NC2C=N1)C1=CC=CC=C1)=O)C=1C=C(C=CC1)NC(C=C)=O N-(3-(2-((2,4-dimethoxyphenyl)amino)-7-oxo-6-phenyl-8(7H)-pteridinyl)phenyl)acrylamide